9,9',9'',9'''-(4-(4,6-diphenyl-1,3,5-triazin-2-yl)-6-(1-phenyl-1H-benzo[d]imidazol-2-yl)benzene-1,2,3,5-tetrayl)tetrakis(9H-pyrido[3,4-b]indole) C1(=CC=CC=C1)C1=NC(=NC(=N1)C1=CC=CC=C1)C1=C(C(=C(C(=C1N1C2=C(C3=CC=CC=C13)C=CN=C2)C2=NC1=C(N2C2=CC=CC=C2)C=CC=C1)N1C2=C(C3=CC=CC=C13)C=CN=C2)N2C1=C(C3=CC=CC=C23)C=CN=C1)N1C2=C(C3=CC=CC=C13)C=CN=C2